2-(2-(cyclopropanesulfonylamino)thiazol-4-yl)-N-(5'-(difluoromethoxy)-[3,3'-bipyridin]-6-yl)-2-methylpropanamide C1(CC1)S(=O)(=O)NC=1SC=C(N1)C(C(=O)NC1=CC=C(C=N1)C=1C=NC=C(C1)OC(F)F)(C)C